C(C)(=O)O[C@@H]1CC([C@@](CC1)(C)[C@@H]1[C@H]([C@@H]2CCC(C2CC1)=O)CC#N)=O (1S,4R)-4-((3aS,4S,5S)-4-(cyanomethyl)-1-oxo-octahydro-1H-inden-5-yl)-4-methyl-3-oxocyclohexanol acetate